4-cyclopropoxy-N-(2,6-dichlorophenyl)-2-[(1-{[(2S)-4-methylmorpholin-2-yl]methyl}-1H-pyrazol-4-yl)amino]pyrimidine-5-carboxamide C1(CC1)OC1=NC(=NC=C1C(=O)NC1=C(C=CC=C1Cl)Cl)NC=1C=NN(C1)C[C@@H]1CN(CCO1)C